ClC1=C(N=C(NC1=O)C1=C(N=CS1)Cl)N1C(CN(CC1)C(=O)OC(C)(C)C)C(F)F tert-Butyl 4-[5-chloro-2-(4-chlorothiazol-5-yl)-6-oxo-1H-pyrimidin-4-yl]-3-(difluoromethyl)piperazine-1-carboxylate